(4-butylphenyl)(2-fluoro-4,5-dihydroxyphenyl)methanone C(CCC)C1=CC=C(C=C1)C(=O)C1=C(C=C(C(=C1)O)O)F